1-(3-((4,4-bis(((Z)-oct-5-en-1-yl) oxy) butanoyl) oxy)-2-(((4-(((2-(pyrrolidin-1-yl) ethyl) carbamoyl) oxy) hexanoyl) oxy) methyl) propyl) heptanedioate C(CCCCCC(=O)[O-])(=O)OCC(COC(CCC(OCCCC\C=C/CC)OCCCC\C=C/CC)=O)COC(CCC(CC)OC(NCCN1CCCC1)=O)=O